N1=CC=CC=C1C(=O)Cl pyridine-6-carboxylic acid chloride